tin (II) nitrilotriacetate N(CC(=O)[O-])(CC(=O)[O-])CC(=O)[O-].[Sn+2].N(CC(=O)[O-])(CC(=O)[O-])CC(=O)[O-].[Sn+2].[Sn+2]